The molecule is a silyl ether that is isopropanol in which the hydroxyl hydrogen is replaced by a trimethylsilyl group. It derives from a propan-2-ol. CC(C)O[Si](C)(C)C